FC1=CC=C2C(=CNC2=C1)CC(=O)N1C[C@@H](N(CC1)C)C(=O)OC Methyl (R)-4-(2-(6-fluoro-1H-indol-3-yl)acetyl)-1-methylpiperazine-2-carboxylate